ClC1=CC(=C(C=C1)COC=1N=CSC1C1=CC(=C(C=C1F)CC(=O)NC1=C(C=C(C(=O)OC)C=C1)NC[C@H]1OCC1)F)F methyl 4-[[2-[4-[4-[(4-chloro-2-fluoro-phenyl)methoxy]thiazol-5-yl]-2,5-difluoro-phenyl]acetyl]amino]-3-[[(2S)-oxetan-2-yl]methylamino]benzoate